5-[2-Cyclopropyl-6-(trifluoromethyl)pyridin-4-yl]-N7-{[1-(methoxymethyl)cyclohexyl]methyl}-N7-methyl-1H-imidazo[4,5-b]pyridine-2,7-diamine C1(CC1)C1=NC(=CC(=C1)C1=CC(=C2C(=N1)N=C(N2)N)N(C)CC2(CCCCC2)COC)C(F)(F)F